FC1=C(C(=CC(=C1)O[C@@H]1CN(CC1)CCCF)F)[C@H]1N([C@@H](CC2=CC(=CC=C12)C(=O)O)C)CC(F)(F)F (1S,3R)-1-(2,6-Difluoro-4-(((S)-1-(3-fluoropropyl)pyrrolidin-3-yl)oxy)phenyl)-3-methyl-2-(2,2,2-trifluoroethyl)-1,2,3,4-tetrahydroisoquinoline-6-carboxylic acid